(R)-N-((S)-(3-chloro-2,4-difluorophenyl)((1r,3S)-3-(trifluoromethyl)cyclobutyl)methyl)-3-oxo-2-(trifluoromethyl)piperazine-1-carboxamide ClC=1C(=C(C=CC1F)[C@@H](NC(=O)N1[C@H](C(NCC1)=O)C(F)(F)F)C1CC(C1)C(F)(F)F)F